2-hydroxy-3-nitro-4-trifluoromethylpyridine OC1=NC=CC(=C1[N+](=O)[O-])C(F)(F)F